BrC=1C(=C(C(=CC1)NC)N)OC 4-Bromo-3-methoxy-N1-methylbenzene-1,2-diamine